COCCN1N=CC(=C1)NC1=NC=C2C(=N1)N(N=C2)CC2=CC(=CC=C2)OC2=C(C(=C(C(=C2F)F)S(=O)(=O)C)F)F N-(1-(2-methoxyethyl)-1H-pyrazol-4-yl)-1-(3-(2,3,5,6-tetrafluoro-4-(methylsulfonyl)phenoxy)benzyl)-1H-pyrazolo[3,4-d]pyrimidin-6-amine